3-(4-(11-hydroxyundec-1-yn-1-yl)-3-methyl-2-oxo-2,3-dihydro-1H-benzo[d]imidazol-1-yl)piperidine-2,6-dione OCCCCCCCCCC#CC1=CC=CC=2N(C(N(C21)C)=O)C2C(NC(CC2)=O)=O